(2S)-2-(4-fluorophenyl)-N-((cis)-4-hydroxy-3,4-dihydro-2H-1-benzopyran-3-yl)propanamide FC1=CC=C(C=C1)[C@@H](C(=O)N[C@@H]1COC2=C([C@@H]1O)C=CC=C2)C